ClC1=C(C(=NC(=C1)Cl)C)C1C(NC(CC1)=O)=O 3-(4,6-dichloro-2-methylpyridin-3-yl)piperidine-2,6-dione